FC1(CC(C1)([C@H](C1=NN=CN1C)F)C=1C=C(C=CC1)N1C(C2=CC(=CC(=C2C1)C(F)(F)F)CN1[C@H](CN(CC1)CC)C(C)C)=O)F 2-(3-(3,3-difluoro-1-((R)-fluoro(4-methyl-4H-1,2,4-triazol-3-yl)methyl)cyclobutyl)phenyl)-6-(((S)-4-ethyl-2-isopropylpiperazin-1-yl)methyl)-4-(trifluoromethyl)isoindolin-1-one